pentacyclo[6.5.1.13,6.02,7.09,13]pentadeca-3,10-diene C12C3C4=CCC(C3C(C3C=CCC31)C2)C4